C(#N)C1=C(C=C(C=C1)N1C(N(C(C1=O)(C)C)C1=CC(=C(C=C1)OS(=O)(=O)C(F)(F)F)CC)=S)C(F)(F)F Trifluoromethanesulfonic acid 4-(3-(4-cyano-3-(trifluoromethyl) phenyl)-5,5-dimethyl-4-oxo-2-thioxoimidazolidin-1-yl)-2-ethylphenyl ester